C(#N)C1=CC=C(C=2N1N=CC2F)N2C[C@@]1(C[C@@]1(C2)C(F)(F)F)C(=O)NNC(=O)OC(C)(C)C Tert-butyl 2-((1S,5R)-3-(7-cyano-3-fluoropyrazolo[1,5-a]pyridin-4-yl)-5-(trifluoromethyl)-3-azabicyclo[3.1.0]hexane-1-carbonyl)hydrazine-1-carboxylate